acryloyloxy-4'-methoxybenzophenone C(C=C)(=O)OC1=C(C(=O)C2=CC=C(C=C2)OC)C=CC=C1